6-bromo-4-chloro-3-[cis-3-hydroxy-3-methylcyclobutyl]-1-{[2-(trimethylsilyl)ethoxy]methyl}-1,3-benzodiazol-2-one BrC=1C=C(C2=C(N(C(N2C2CC(C2)(C)O)=O)COCC[Si](C)(C)C)C1)Cl